acryloyloxynaphthalene-1,2,3-tricarboxylic acid C(C=C)(=O)OC1=C(C(=C(C2=CC=CC=C12)C(=O)O)C(=O)O)C(=O)O